N-tert-butyl-hydroxylamine C(C)(C)(C)NO